(2S,3S)-1-chloro-3-tert-butyloxycarbonylamino-4-phenyl-2-butanol ClC[C@H]([C@H](CC1=CC=CC=C1)NC(=O)OC(C)(C)C)O